C(C=C)OCC(COCCOCCN=[N+]=[N-])(COCCOCCN=[N+]=[N-])C 8-((allyloxy)methyl)-1,15-diazido-8-methyl-3,6,10,13-tetraoxapentadecane